FC1([C@@H]([C@H]1C(NC=1C(=NC(=CC1)C1=C(C(=NO1)C)NC1=NC(=CN=C1)C1=CC=CC=C1)C)=O)C(=O)O)F (1S,3S)-2,2-difluoro-3-((2-methyl-6-(3-methyl-4-((6-phenylpyrazin-2-yl)amino)isoxazol-5-yl)pyridin-3-yl)carbamoyl)cyclopropane-1-carboxylic acid